ClC1=C(OC2=NC3=C(N=C(C(=C3C=C2)O)C(=O)NCC(=O)O)Br)C=CC=C1 2-(2-(2-chlorophenoxy)-5-hydroxy-8-bromo-1,7-naphthyridine-6-carboxamido)acetic acid